(E)-2-cyano-3-(1-(3,4-difluorobenzyl)-6-fluoro-1H-indol-3-yl)acrylic acid C(#N)/C(/C(=O)O)=C\C1=CN(C2=CC(=CC=C12)F)CC1=CC(=C(C=C1)F)F